C[C@]1(N(OCC1)C1=CC(=NC=N1)NC1=CC=C(C=C1)N1CCN(CC1)C)C1=CC=CC=C1 (R)-6-(3-methyl-3-phenylisoxazolidin-2-yl)-N-(4-(4-methylpiperazin-1-yl)phenyl)pyrimidine-4-amine